Cl.OC1CCN(CC1)C1=CC=C(C=C1)NC1=NC(=NC=2C=NNC(C21)=O)N2CCC(CC2)CC#N 2-(1-(4-((4-(4-hydroxypiperidin-1-yl)phenyl)amino)-5-oxo-5,6-dihydropyrimido[4,5-d]pyridazin-2-yl)piperidin-4-yl)acetonitrile hydrochloride